4-(4-(3,8-Diazabicyclo[3.2.1]oct-3-yl)-2-((1-(morpholinomethyl)cyclopropyl)methoxy)-5,8-dihydropyrido[3,4-d]pyrimidin-7(6H)-yl)-5-iodonaphthalen-2-ol C12CN(CC(CC1)N2)C=2C1=C(N=C(N2)OCC2(CC2)CN2CCOCC2)CN(CC1)C1=CC(=CC2=CC=CC(=C12)I)O